[N+](=O)([O-])C1=CC=C(C2=C1ON=N2)SC2=CC=C(C=1ON=NC12)[N+](=O)[O-] 7-Nitro-4-(7-nitro-2,1,3-benzofurazan-4-ylthio)-2,1,3-benzofurazan